C(C)C1(CC1)CC1=CC=C(N)C=C1 4-((1-ethylcyclopropyl)meth-yl)aniline